1-methyl-7-phenoxy-3,4-dihydroisoquinoline-3-carboxylic acid isopropyl ester C(C)(C)OC(=O)C1N=C(C2=CC(=CC=C2C1)OC1=CC=CC=C1)C